C(C)(C)(C)OO t-butyl hydrogen peroxide